C(C)(=O)N1\C(\C(C2=CC=CC=C12)=O)=C/C1=NC2=CC=C(C=C2C(=C1)C=1N=NC=CC1)C(=O)N1CCOCC1 (Z)-1-acetyl-2-((6-(morpholine-4-carbonyl)-4-(pyridazin-3-yl)-quinolin-2-yl)-methylene)indolin-3-one